4-(5-((5,5-dioxido-11-oxo-10,11-dihydrodibenzo[b,f][1,4]thiazepine-8-carboxamido)methyl)thiazol-2-yl)benzoic acid O=S1(C2=C(NC(C3=C1C=CC=C3)=O)C=C(C=C2)C(=O)NCC2=CN=C(S2)C2=CC=C(C(=O)O)C=C2)=O